O=C(C(=O)OC(C)(C)C)CCCC(C(=O)OC(C)(C)C)=O di-tert-butyl 2,6-dioxopimelate